CC=1N=C2N(C(C1CCCCCCCC)N)N=CN2 5-methyl-6-octyl-3,7-dihydro[1,2,4]triazolo[1,5-a]pyrimidin-7-amine